C1=C(C=C(C2=CC=CC=C12)B1OC(C(O1)(C)C)(C)C)C1=CC2=CC=CC=C2C=C1 2-([2,2'-binaphthalen]-4-yl)-4,4,5,5-tetramethyl-1,3,2-dioxaborolane